[Au].[Ag].[Bi] bismuth-silver-gold